CN(C)CC1=C(C=CC(=N1)NC=1C2=C(C(=NC1)C1=C3C(=NC=C1)N(C=C3)C)CNC2=O)O[C@H]2COCC2 (R)-7-((6-((dimethylamino)-methyl)-5-((tetrahydrofuran-3-yl)oxy)pyridin-2-yl)amino)-4-(1-methyl-1H-pyrrolo[2,3-b]pyridin-4-yl)-2,3-dihydro-1H-pyrrolo[3,4-c]pyridin-1-one